OC1=C(C=C2C(N(C(N2CC)=[Se])C2=CC=CC=C2)=O)C=CC=C1O 5-(2,3-dihydroxybenzylidene)-1-ethyl-3-phenyl-2-selenoxoimidazolidin-4-one